O1C2=C(OCC1C=1NC[C@H](N1)[2H])C=C(C(=C2)[2H])[2H] (4R)-2-(2,3-dihydrobenzo[b][1,4]dioxin-2-yl-6,7-d2)-4,5-dihydro-1H-imidazole-4-d